(S)-1-(2-chloroacetyl)-7-(4-fluorobenzyl)-N-isopropyl-2-methyl-2,3-dihydro-1H-pyrido[2,3-b][1,4]oxazine-6-carboxamide ClCC(=O)N1C2=C(OC[C@@H]1C)N=C(C(=C2)CC2=CC=C(C=C2)F)C(=O)NC(C)C